(S)-1-(2-fluoro-3-methoxybenzyl)-3,4-dimethyl-2-oxo-N-(2,4,6-trifluorobenzyl)-1,2,3,4-tetrahydro-quinazoline-7-carboxamide FC1=C(CN2C(N([C@H](C3=CC=C(C=C23)C(=O)NCC2=C(C=C(C=C2F)F)F)C)C)=O)C=CC=C1OC